NC=1C2=C(N=C(N1)[2H])C(=CC(=N2)C=2C=C(C=CC2)C#C[C@]2(C(N(CC2)C)=O)O)CN (R)-3-((3-(4-Amino-8-(aminomethyl)pyrido[3,2-d]pyrimidin-6-yl-2-d)phenyl)ethynyl)-3-hydroxy-1-methylpyrrolidin-2-one